2-(Dimethylphosphoryl)-5-fluoroaniline CP(=O)(C)C1=C(N)C=C(C=C1)F